C1(=CC=CC=C1)NS(=O)(=O)CC N-phenylethanesulfonamide